ClC=1N=C(C2=C(N1)CN(CC2)CC2=CC=CC=C2)N2CCN(CC2)C(=O)OC(C)(C)C 1,1-di(methyl)ethyl 4-[2-chloranyl-7-(phenylmethyl)-6,8-dihydro-5H-pyrido[3,4-d]pyrimidin-4-yl]piperazine-1-carboxylate